Cl.Cl.Cl.N1C(=NC2=C1C=CC=C2)CCNCCC=2SC=C(N2)C(=O)NCC2=NC=CC=N2 2-(2-{[2-(1H-1,3-Benzodiazol-2-yl)ethyl]amino}ethyl)-N-(pyrimidin-2-ylmethyl)-1,3-thiazole-4-carboxamide trihydrochloride